ClC1=NC(=C2C(=N1)N(N=C2)[C@H]2[C@@H]([C@@H]([C@H](O2)COC(COC)(C)P(O)(O)=O)O)O)NC2CCCC2 (2-(((2R,3S,4R,5R)-5-(6-chloro-4-(cyclopentylamino)-1H-pyrazolo[3,4-d]pyrimidin-1-yl)-3,4-dihydroxytetrahydrofuran-2-yl)methoxy)-1-methoxypropan-2-yl)phosphonic acid